FC=1C=C(CN2CC(C2)S(=O)(=O)N2C3=C(SCC2)C(=CN=C3)C3=CC=C(C#N)C=C3)C=CC1 4-(4-((1-(3-fluorobenzyl)azetidin-3-yl)sulfonyl)-3,4-dihydro-2H-pyrido[4,3-b][1,4]thiazin-8-yl)-benzonitrile